methyl L-aspartate-hydrochloride Cl.N[C@@H](CC(=O)O)C(=O)OC